1-(8-fluoroimidazo[1,2-a]Pyridin-5-yl)-5-(methylsulfonyl)-1H-pyrazole-4-carboxamide FC=1C=2N(C(=CC1)N1N=CC(=C1S(=O)(=O)C)C(=O)N)C=CN2